CS(=O)CC=1C(=NNC1)C(=O)N (methylsulfinylmethyl)pyrazole-3-carboxamide